(3S,6R)-1-benzyl-3-(methoxymethyl)-6-methylpiperazine-2,5-dione C(C1=CC=CC=C1)N1C([C@@H](NC([C@H]1C)=O)COC)=O